n-pentyl alcohol CCCCCO